Cl\C(=C\C(=C\S(F)(F)(F)(F)F)\C1=CC=CC=C1)\C1=CC=CC=C1 (1E,3Z)-1-chloro-1,3-diphenyl-4-pentafluorosulfanylbuta-1,3-dien